3-Methyl-N-[(1S)-1-(trans-4-methyl-cyclohexyl)-2-oxo-2-{[3-(tetrahydropyran-4-yl)isoxazol-5-yl]-amino}ethyl]isoxazole-4-carboxamide CC1=NOC=C1C(=O)N[C@H](C(NC1=CC(=NO1)C1CCOCC1)=O)[C@@H]1CC[C@H](CC1)C